3-(2-(azepan-1-yl)acetamido)benzo[b]thiophene-2-carboxylic acid N1(CCCCCC1)CC(=O)NC=1C2=C(SC1C(=O)O)C=CC=C2